NC1=NC2=CC(=C(C=C2C=C1C)C(=O)N(CC1=NC=C(C=C1)C(F)(F)F)CC1=NC=CN=C1)F 2-amino-7-fluoro-3-methyl-N-(2-pyrazinylmethyl)-N-((5-(trifluoromethyl)-2-pyridinyl)methyl)-6-quinolinecarboxamide